3-(4-(2-(2,5-dimethylpyridin-4-yl)-3-isopropyl-1H-indol-5-yl)piperidin-1-yl)propionitrile CC1=NC=C(C(=C1)C=1NC2=CC=C(C=C2C1C(C)C)C1CCN(CC1)CCC#N)C